[K].FC=1C(=NC(=NC1)NC1=CC(=C(C=C1)C)S(=O)(=O)NC(CC)=O)NC1=CC=C(C=C1)OCC#C 5-fluoro-N2-[4-methyl-3-(N-propionylaminosulfonyl)phenyl]-N4-[4-(2-propynyloxy)phenyl]-2,4-pyrimidinediamine Potassium salt